FC(C(=O)O)(F)F.O=C1N(CCC(N1)=O)C1=NN(C2=CC(=CC=C12)C1CCN(CC1)CC(=O)O)C 2-[4-[3-(2,4-dioxohexahydropyrimidin-1-yl)-1-methyl-indazol-6-yl]-1-piperidyl]acetic acid, trifluoroacetic acid salt